CC1=C(C(=CC=C1)C)C1=NOC(=C1C(=O)NC1=CC(=CC=C1)C(F)(F)F)C 3-(2,6-dimethylphenyl)-5-methyl-N-(3-(trifluoromethyl)phenyl)isoxazole-4-carboxamide